CN1N=CC(=C1)C=1C=C2N(N=CC=C2N2CC3CCC(C2)N3C3CC(C3)S(=O)(=O)C)C1 6-(1-methyl-1H-pyrazol-4-yl)-4-(8-((1s,3s)-3-(methylsulfonyl)cyclobutyl)-3,8-diazabicyclo[3.2.1]octan-3-yl)pyrrolo[1,2-b]pyridazine